FC1=C(C=CC=C1F)C1=C(N=C(C=2N1N=CC2)N2CCC1(CC2)CC=2C(=NC(=CC2)OC)[C@H]1N)C (7S)-1'-[7-(2,3-difluorophenyl)-6-methyl-pyrazolo[1,5-a]pyrazin-4-yl]-2-methoxy-spiro[5,7-dihydro-cyclopenta[b]pyridin-6,4'-piperidin]-7-amine